2-(4-(3-Amino-1H-indazol-5-yl)-1H-pyrrolo[2,3-b]pyridin-2-yl)propan-2-ol NC1=NNC2=CC=C(C=C12)C1=C2C(=NC=C1)NC(=C2)C(C)(C)O